1-(4-isothiocyanatobenzyl)-ethylenediaminetetraacetic acid N(=C=S)C1=CC=C(CC(CN(CC(=O)O)CC(=O)O)N(CC(=O)O)CC(=O)O)C=C1